N-cyclohexyl-N-[2-[4-(diphenylmethyl)-1-piperidinyl]-4-(1-piperazinylcarbonyl)phenyl]-urea C1(CCCCC1)N(C(=O)N)C1=C(C=C(C=C1)C(=O)N1CCNCC1)N1CCC(CC1)C(C1=CC=CC=C1)C1=CC=CC=C1